BrC1=CC(=CN1S(=O)(=O)C1=CC(=CC=C1)OCCCOC)CNC 1-(5-bromo-1-((3-(3-methoxypropoxy)phenyl)sulfonyl)-1H-pyrrol-3-yl)-N-methylmethylamine